2,2'-bis(di-tertiary butyl-phosphinomethyl)-1,1'-biphenyl C(C)(C)(C)C(C1=C(C=CC=C1)C1=C(C=CC=C1)C(P)(C(C)(C)C)C(C)(C)C)(P)C(C)(C)C